O=C(CCC1=NC2=CC=CC=C2C(N1)=O)N1CCC(CC1)C1=CC=CC=C1 2-[3-oxo-3-(4-phenyl-1-piperidinyl)propyl]-3H-quinazolin-4-one